(R)-1-(3-(4-(3,4-dichloro-2-fluorophenoxy)quinazolin-6-yl)piperidin-1-yl)prop-2-en-1-one ClC=1C(=C(OC2=NC=NC3=CC=C(C=C23)[C@@H]2CN(CCC2)C(C=C)=O)C=CC1Cl)F